NC1=NC=2C=CC=CC2C2=C1N=C(N2C[C@@H](C)O[P@@](=O)(OC2=CC=C(C=C2)C)N[C@@H](C)C(=O)OC(C)C)COCC isopropyl ((R)-(((R)-1-(4-amino-2-(ethoxymethyl)-1H-imidazo[4,5-c]quinolin-1-yl) propan-2-yl) oxy) (4-methyl-phenoxy) phosphoryl)-L-alaninate